ClC1=CC2=C(N=N1)N(C1=C2COC1)C1CC(C1)=O 3-(3-chloro-5,7-dihydro-8H-furo[3',4':4,5]pyrrolo[2,3-c]pyridazin-8-yl)cyclobutanone